8,11-Dioxadispiro[3.2.47.24]tridecan-2-one C1C(CC12CCC1(OCCO1)CC2)=O